N-(triethoxysilylbutyl)methacrylamide C(C)O[Si](OCC)(OCC)CCCCNC(C(=C)C)=O